3,3,3-TRIFLUORoPROPYN FC(C#C)(F)F